3-[2-(2-Methyloxazol-4-yl)ethoxy]-4-nitro-5-[[(2S)-oxetan-2-yl]methylamino]benzoic acid methyl ester COC(C1=CC(=C(C(=C1)NC[C@H]1OCC1)[N+](=O)[O-])OCCC=1N=C(OC1)C)=O